3-(4-fluorobenzyloxy)aniline FC1=CC=C(COC=2C=C(N)C=CC2)C=C1